FC(C=1C=C(C=C(C1)C(F)(F)F)NC(=O)C1=CC(=NC2=CC=CC=C12)C=1OC(=CC1)C)(F)F N-(3,5-bis(Trifluoromethyl)phenyl)-2-(5-methylfuran-2-yl)quinoline-4-carboxamide